ClC=1C=C(CC[C@]2(CN(CCC2)C2=CC(=C(C(=C2)F)S(=O)(=O)N(C2=NC=NC=C2)CC2=C(C=C(C=C2)OC)OC)F)N(C)C)C=C(C1)C(F)(F)F (S)-4-(3-(3-Chloro-5-(trifluoromethyl)phenethyl)-3-(dimethylamino)piperidin-1-yl)-N-(2,4-dimethoxybenzyl)-2,6-difluoro-N-(pyrimidin-4-yl)benzenesulfonamide